NC=1NC(C=2N(C(N(C2N1)[C@@H]1O[C@@H](C[C@H]1O)CO)=O)CC1=CC(=C(C=C1)Cl)Cl)=O 2-Amino-7-(3,4-dichlorobenzyl)-9-((2R,3R,5S)-3-hydroxy-5-(hydroxymethyl)tetrahydrofuran-2-yl)-7,9-dihydro-1H-purin-6,8-dion